Cl.NC1C2(CN(C2)C(CC2=CC=C(C=C2)N2C(N=C(C=C2)NC(=O)N2CCN(CC2)C(C(C)(C)N)=O)=O)C)CC1 N-(1-(4-(2-(5-Amino-2-azaspiro[3.3]heptan-2-yl)propyl)phenyl)-2-oxo-1,2-dihydropyrimidin-4-yl)-4-(2-amino-2-methylpropanoyl)piperazine-1-carboxamide Hydrochloride Salt